C(C1=CC=CC=C1)NC1COCCC1 3-(benzylamino)tetrahydro-2H-pyran